1-(3,5-dichloro-4-(cyclopropyl-methoxy)benzyl)piperidin-4-amine ClC=1C=C(CN2CCC(CC2)N)C=C(C1OCC1CC1)Cl